C(#C)C=1C(=NC(NN1)=O)N 5-ethynyl-aza-cytosine